1-(3-Fluoro-5-methoxy-pyridin-2-yl)-7-methoxy-3-methyl-8-(1-methyl-1H-1,2,3-triazol-4-yl)-1,3-dihydroimidazo[4,5-c]quinolin-2-one FC=1C(=NC=C(C1)OC)N1C(N(C=2C=NC=3C=C(C(=CC3C21)C=2N=NN(C2)C)OC)C)=O